3-(trimethylsilyl)-2-propynyl difluoroacetate FC(C(=O)OCC#C[Si](C)(C)C)F